3-(N-(4-chloro-5-(methylsulfonyl)-2-(pyridin-2-yl)phenyl)sulfamoyl)-4-cyclopropylbenzoic Acid ClC1=CC(=C(C=C1S(=O)(=O)C)NS(=O)(=O)C=1C=C(C(=O)O)C=CC1C1CC1)C1=NC=CC=C1